C1(CC1)N1C(=NC2=C1C=C(C(=C2)F)F)C=2C=NC=C(C2C)F 1-cyclopropyl-5,6-difluoro-2-(5-fluoro-4-methylpyridin-3-yl)-1H-benzo[d]imidazole